1-allyl-3-(prop-1-en-1-yl)trisulfane C(C=C)SSSC=CC